CN(CCN(C1=C(C=C(C(=C1)OC)NC1=NC=CC(=N1)C1=CN=C2N1C=CC=C2C)NC(C=C)=O)C)C N-(2-((2-(dimethylamino)ethyl)-(methyl)amino)-4-methoxy-5-((4-(8-methylimidazo[1,2-a]-pyridin-3-yl)pyrimidin-2-yl)amino)phenyl)acrylamide